ClC1=CC=2N(N=C1)C(=CN2)C(O)C2=CC1=C(OC(CO1)C=1C=NC(=CC1)OC)C=C2 (7-chloroimidazo[1,2-b]pyridazin-3-yl)(2-(6-methoxypyridin-3-yl)-2,3-dihydrobenzo[b][1,4]dioxin-6-yl)methanol